6-(bromomethyl)quinazoline BrCC=1C=C2C=NC=NC2=CC1